NN1C(CCCC1C)C 1-amino-2,6-dimethylpiperidine